ClC1=C(N=C(S1)OC[C@H](C)NS(=O)(=O)C(F)(F)F)C(=O)O 5-chloro-2-[(2S)-2-(trifluoromethylsulfonylamino)propoxy]thiazole-4-carboxylic acid